BrC1=CC=C(C=C1)C(C(C)(C)O)NC(OC(C)(C)C)=O Tert-butyl (1-(4-bromophenyl)-2-hydroxy-2-methylpropyl)carbamate